(E)-2-(4-(2-pyrimidinyl)phenoxymethyl)-3-fluoroallylamine trifluoroacetate FC(C(=O)O)(F)F.N1=C(N=CC=C1)C1=CC=C(OC\C(\CN)=C\F)C=C1